The molecule is a dipeptide formed from L-lysine and L-threonine residues. It has a role as a metabolite. It derives from a L-lysine and a L-threonine. C[C@H]([C@@H](C(=O)O)NC(=O)[C@H](CCCCN)N)O